NC1=C(SC2=NC(=CC=C21)C)C(=O)N[C@H]2COC1=C(C2)C=CC(=C1)N1[C@H](C[C@H](C1)N)COC 3-amino-N-[(3R)-7-[(2R,4R)-4-amino-2-(methoxymethyl)pyrrolidin-1-yl]-3,4-dihydro-2H-1-benzopyran-3-yl]-6-methylthieno[2,3-b]pyridine-2-carboxamide